O1N=CC(=C1)CNC1=NC(N(C2=CC(=CC(=C12)OC)C(F)(F)F)C1=CC=CC=C1)=O 4-((Isoxazol-4-ylmethyl)amino)-5-methoxy-1-phenyl-7-(trifluoromethyl)quinazolin-2(1H)-one